ClC1=C(C(=O)NC=2C=C3C=C(N(C3=CC2)C(C)C)C(=O)NC2=CC=C(C=C2)OC)C=C(C=C1)CNC(C(C)C)=O 5-(2-chloro-5-(isobutyrylaminomethyl)benzoylamino)-1-isopropyl-N-(4-methoxyphenyl)-1H-indole-2-carboxamide